C1(=C(C=CC=C1)C1CC2(C1)CCN(CC2)C(=O)C2CC1(C2)NC(CC1)=O)C 2-[2-(o-Tolyl)-7-azaspiro[3.5]nonane-7-carbonyl]-5-azaspiro[3.4]octan-6-one